FC(C(=O)O)(F)F.NC1=C(C=C(N=N1)C1=C(C=CC=C1)O)N1C[C@H]2CC[C@@H](C1)N2 2-(6-amino-5-((1R,5S)-3,8-diazabicyclo[3.2.1]octan-3-yl)pyridazin-3-yl)phenol 2,2,2-trifluoroacetate